(S)-5-((2-amino-3-chloropyridin-4-yl)thio)-2-(4'-amino-4'H,6'H-spiro[piperidine-4,5'-pyrrolo[1,2-b]pyrazol]-1-yl)-3-methylpyridin-4(3H)-one (trifluoroacetate) FC(C(=O)O)(F)F.NC1=NC=CC(=C1Cl)SC=1C([C@H](C(=NC1)N1CCC2(C(C=3N(N=CC3)C2)N)CC1)C)=O